ClC1=CC2=C(N=C(N=C2OC)C2=CC3=CN(N=C3C(=C2OCOC)C)C)N=C1 5-{6-chloro-4-methoxypyrido[2,3-d]pyrimidin-2-yl}-6-(methoxymethoxy)-2,7-dimethylindazole